N1=C(C=CC=C1)CNCC1=CC=C(C=C1)CN(C1CCC=2C=CC=NC2C1)CC=1NC=CN1 N-(2-pyridylmethyl)-N'-(1H-imidazol-2-ylmethyl)-N'-(5,6,7,8-tetrahydro-7-quinolinyl)-1,4-xylylenediamine